7,8-Dihydroxy-2,3-dihydrocyclopenta[c]chromen-4(1H)-one OC=1C(=CC=2C3=C(C(OC2C1)=O)CCC3)O